COC1=CC2=C(N=C(S2)CNC(=O)C2(CC3=CC=CC=C3C2)CC(=O)[O-])C=C1OCCCC[N+](C)(C)C 2-(2-(((6-methoxy-5-(4-(trimethylammonio)butoxy)benzo[d]thiazol-2-yl)methyl)carbamoyl)-2,3-dihydro-1H-inden-2-yl)acetate